BrC1=CC2=C(N=C(O2)C[C@@H](C(=O)NC2(CC2)C#N)NC(=O)C2=CC(=NN2C2CC2)C(C)(C)C)C=C1 (S)-N-(3-(6-bromobenzo[d]oxazol-2-yl)-1-((1-cyanocyclopropyl)amino)-1-oxopropan-2-yl)-3-(tert-butyl)-1-cyclopropyl-1H-pyrazole-5-carboxamide